1-((3R,4R)-3-Hydroxy-4-((S)-5H-imidazo[5,1-a]isoindol-5-yl)piperidin-1-yl)ethan-1-on O[C@H]1CN(CC[C@@H]1[C@@H]1N2C(C3=CC=CC=C13)=CN=C2)C(C)=O